ClC1=CC2=C(C(=NO2)N[C@@H]2C(NC[C@H]2C2=C(C=C(C=C2F)OC)F)=O)C=C1 (3S,4R)-3-[(6-chloro-1,2-benzoxazol-3-yl)amino]-4-(2,6-difluoro-4-methoxyphenyl)pyrrolidin-2-one